NCC(=O)N1CC(C1)NC(=O)C1=C(C=C(C=C1)NC(=O)C=1N(C(=CN1)C1=C(C(=C(C=C1)OC)F)F)C)CC N-[4-[[1-(2-aminoacetyl)azetidin-3-yl]carbamoyl]-3-ethyl-phenyl]-5-(2,3-difluoro-4-methoxyphenyl)-1-methyl-imidazole-2-carboxamide